FC1=C(C(=O)NC=2C=CC(=NC2)C=2N=NN(C2NC(O[C@H](C)C=2C(=NC=C(C2)F)F)=O)C)C=CN=C1C(F)(F)F (R)-1-(2,5-difluoropyridin-3-yl)ethyl (4-(5-(3-fluoro-2-(trifluoromethyl) isonicotinamido) pyridin-2-yl)-1-methyl-1H-1,2,3-triazol-5-yl)carbamate